(6aR,9R)-2,3,5-tribromo-N,N-diethyl-7-methyl-4,6,6a,7,8,9-hexahydroindolo[4,3-fg]quinoline-9-carboxamide BrC1=CC=2C3=C[C@H](CN([C@@H]3CC=3C2C(=C1Br)NC3Br)C)C(=O)N(CC)CC